6-(3,3-Dimethylazetidin-1-yl)-1-benzofuran-2-carboxylic acid CC1(CN(C1)C1=CC2=C(C=C(O2)C(=O)O)C=C1)C